sodium (thiocarbazone) NNC(=S)N=N.[Na]